C[C@@H](C(=O)O)CC R-2-methylbutanoic acid